(trans)-Ethyl 4-(4-fluoro-2-methylphenyl)-6-(1-((3-methyl-3-((2-(trimethylsilyl)ethoxy)carbonyl)cyclobutyl)sulfonyl)piperidin-4-yl)-2-(thiazol-2-yl)-1,4-dihydropyrimidine-5-carboxylate FC1=CC(=C(C=C1)C1N=C(NC(=C1C(=O)OCC)C1CCN(CC1)S(=O)(=O)C1CC(C1)(C(=O)OCC[Si](C)(C)C)C)C=1SC=CN1)C